1-(1-methylpyrazol-4-yl)indazol-6-amine CN1N=CC(=C1)N1N=CC2=CC=C(C=C12)N